ClC=1C=CC2=C(C(C[C@@H](O2)C(=O)NC23CC(C2)(C3)N3N=C2C(N=C(C=C2)OC)=C3)=O)C1 (2R)-6-chloro-N-[3-(5-methoxy-2H-pyrazolo[4,3-b]pyridin-2-yl)bicyclo[1.1.1]pentan-1-yl]-4-oxo-3,4-dihydro-2H-1-benzopyran-2-carboxamide